CC=1C=C(C=CC1)SC1=C(C#N)C=CN=C1 3-[(3-methylphenyl)sulfanyl]isonicotinonitrile